4-(isoquinolin-7-yl)-2-((4-morpholinylphenyl)amino)pyrimidine-5-carboxamide C1=NC=CC2=CC=C(C=C12)C1=NC(=NC=C1C(=O)N)NC1=CC=C(C=C1)N1CCOCC1